rac-(7S)-7-tert-butyl-N-[rac-(1R)-3-(4-hydroxy-1-piperidyl)-1-[4-(5-methyl-1H-imidazol-4-yl)phenyl]propyl]-5,6,7,8-tetrahydrothiazolo[5,4-b]quinoline-2-carboxamide C(C)(C)(C)[C@@H]1CC=2C=C3C(=NC2CC1)SC(=N3)C(=O)N[C@H](CCN3CCC(CC3)O)C3=CC=C(C=C3)C=3N=CNC3C |r|